CN1CCC(=CC1)C=1C=C2C(=NC1)NC=C2C=2C=CC=1N(N2)C=CN1 6-(5-(1-methyl-1,2,3,6-tetrahydropyridin-4-yl)-1H-pyrrolo[2,3-b]pyridin-3-yl)imidazo[1,2-b]pyridazine